(1R,3aS,6aR)-N-((R)-1-cyano-2-((S)-2-oxopiperidin-3-yl)ethyl)-2-(4-fluoro-7-difluoromethyl-1H-indole-2-carbonyl)-5,5-difluorooctahydrocyclopenta[c]pyrrole-1-carboxamide C(#N)[C@@H](C[C@H]1C(NCCC1)=O)NC(=O)[C@@H]1N(C[C@@H]2[C@H]1CC(C2)(F)F)C(=O)C=2NC1=C(C=CC(=C1C2)F)C(F)F